tert-butyl ((5-chloro-1-(phenyl sulfonyl)-6-(4,4,5,5-tetramethyl-1,3,2-dioxaborolan-2-yl)-1H-indol-2-yl)methyl)carbamate ClC=1C=C2C=C(N(C2=CC1B1OC(C(O1)(C)C)(C)C)S(=O)(=O)C1=CC=CC=C1)CNC(OC(C)(C)C)=O